N1(N=CC=C1)C1=CC=C(C=C1)C(=O)N1CCC(CC1)CCCCNC(=O)C=1C=CC=2N(C1)C=CN2 N-[4-(1-{[4-(1H-pyrazol-1-yl)phenyl]carbonyl}piperidin-4-yl)butyl]imidazo[1,2-a]pyridine-6-carboxamide